C(C)N(CC)C[Si](C)(C)C N,N-diethylaminomethyltrimethylsilane